3-((4S,7R)-4-(benzo[d]thiazol-2-yl)-7-methyl-6,7-dihydro-1H-imidazo[4,5-c]pyridin-5(4H)-yl)(5-(pyridin-2-yl)-1,3,4-oxadiazol-2-yl)methanone S1C(=NC2=C1C=CC=C2)[C@H]2N(C[C@H](C1=C2N=CN1)C)N1C(OC(=N1)C1=NC=CC=C1)C=O